C(CO)(=O)SC1=C(OC=C1)C S-(2-methyl-3-furyl) thioglycolate